N-(5-acetamido-2-methoxyphenyl)-4-trifluoromethylquinolin-2-amine C(C)(=O)NC=1C=CC(=C(C1)NC1=NC2=CC=CC=C2C(=C1)C(F)(F)F)OC